(1S,2R)-7-Chloro-1-hydroxy-2,3-dihydro-1H-inden-2-yl-carbamat ClC=1C=CC=C2C[C@H]([C@H](C12)O)NC([O-])=O